N-[5-[3-[(3-cyanoazetidin-3-yl)methoxy]-5-methyl-isoxazol-4-yl]pyrazolo[1,5-a]pyridin-2-yl]cyclopropanecarboxamide C(#N)C1(CNC1)COC1=NOC(=C1C1=CC=2N(C=C1)N=C(C2)NC(=O)C2CC2)C